C[C@@H](C(=O)[O-])CC(C)([N+](=O)[O-])C (2R)-2,4-dimethyl-4-nitro-pentanoate